2-nitro-N-(benzyl)benzamide [N+](=O)([O-])C1=C(C(=O)NCC2=CC=CC=C2)C=CC=C1